FC1=C2C(=NC(=NC2=CC=C1)C)N1CC=2C=C(C=NC2CC1)C(F)(F)F 5-fluoro-2-methyl-4-[3-(trifluoromethyl)-7,8-dihydro-5H-1,6-naphthyridin-6-yl]quinazoline